C(CCC)OC1=C(C=CC=C1)NC(\C=C\C1=CC2=C(OC(O2)(C)C)C=C1)=O (E)-N-(2-butoxyphenyl)-3-(2,2-dimethylbenzo[d][1,3]dioxol-5-yl)acrylamide